C=CCCCCCCCCC(=O)O The molecule is an undecenoic acid having its double bond in the 10-position. It is derived from castor oil and is used for the treatment of skin problems. It has a role as a plant metabolite and an antifungal drug. It is a conjugate acid of a 10-undecenoate.